(benzyloxy)-2-nitropyridine C(C1=CC=CC=C1)OC=1C(=NC=CC1)[N+](=O)[O-]